C(C)(C)(C)OC(=O)NC(C(=O)O)C 2-((t-butoxycarbonyl)amino)propanoic acid